ClC=1C=NC(=NC1)S(=O)(=O)C 5-chloro-2-(methylsulfonyl)-pyrimidine